CNCCC1=CC=C(C=C1)OC N-methyl-p-methoxyphenethyl-amine